C(C)(C)[C@@](C(O)=O)(C)C1=CC=C(CC(C)C)C=C1 (S)-isopropyl-ibuprofen